(4S)-7-(2-(2,6-dimethylmorpholino)pyrimidin-5-yl)-4-phenyl-3,4-dihydro-1H-benzo[4,5]imidazo[2,1-c][1,4]oxazine CC1OC(CN(C1)C1=NC=C(C=N1)C1=CC2=C(N=C3COC[C@@H](N32)C3=CC=CC=C3)C=C1)C